4-amino-4,6-dideoxygalactose N[C@H]([C@@H]([C@H](C=O)O)O)[C@H](O)C